FC(C12CCC(CC1)(C2)N2N=C1N(C2=O)[C@@H](CC1)C1=CC(=CC(=C1)F)F)F (5S)-2-[4-(difluoromethyl)bicyclo[2.2.1]heptan-1-yl]-5-(3,5-difluorophenyl)-2,5,6,7-tetrahydro-3H-pyrrolo[2,1-c][1,2,4]triazol-3-one